(4-amino-7-fluoro-1-methyl-1H-pyrazolo[4,3-c]quinolin-8-yl)((3R)-3-(5-(trifluoromethyl)-2-pyridinyl)-1-pyrrolidinyl)methanone NC1=NC=2C=C(C(=CC2C2=C1C=NN2C)C(=O)N2C[C@@H](CC2)C2=NC=C(C=C2)C(F)(F)F)F